CN(CCNC(=O)C1CCN(CC1)C1=NN=CC=2C1=NN(C2)C2=CC=C(C=C2)C)C N-(2-(dimethylamino)ethyl)-1-(2-(p-tolyl)-2H-pyrazolo[3,4-d]pyridazin-7-yl)piperidine-4-carboxamide